ClC1=CC(=C(OC2=CC(=C(C=C2C2=CN(C=3C(NC=CC32)=O)C)N3C(CCC3=O)=O)C)C=C1)F (4-(4-chloro-2-fluorophenoxy)-2-methyl-5-(1-methyl-7-oxo-6,7-dihydro-1H-pyrrolo[2,3-c]pyridin-3-yl)phenyl)pyrrolidine-2,5-dione